5-Amino-N-(3-chloro-4-fluorophenyl)-1-methyl-3-(3-(4-(trifluoromethoxy)phenyl)cyclopentyl)-1H-pyrazole-4-carboxamide NC1=C(C(=NN1C)C1CC(CC1)C1=CC=C(C=C1)OC(F)(F)F)C(=O)NC1=CC(=C(C=C1)F)Cl